COC1=CC=C(C=C1)N1CC(CC1=O)C(=O)NCC1=CC=C(C=C1)OC 1-(4-methoxyphenyl)-N-[(4-methoxyphenyl)methyl]-5-oxopyrrolidine-3-carboxamide